tert-butyl (R)-(1,1-difluoro-3-hydroxypropan-2-yl)carbamate FC([C@@H](CO)NC(OC(C)(C)C)=O)F